N1(N=CN=C1)CC1(COC1)CNC1=C(C=C(C=C1)NC1=CC(=C(C=C1)Cl)F)C N1-((3-((1H-1,2,4-triazol-1-yl)methyl)oxetan-3-yl)methyl)-N4-(4-chloro-3-fluorophenyl)-2-methylbenzene-1,4-diamine